CO[C@@H](C)C1=C(C=C(C=N1)N1CCN(CC1)C(=O)OCC1=CC=CC=C1)B1OC(C(O1)(C)C)(C)C Benzyl (S)-4-(6-(1-Methoxyethyl)-5-(4,4,5,5-Tetramethyl-1,3,2-Dioxaborolan-2-Yl)Pyridin-3-Yl)Piperazine-1-Carboxylate